ClC1=C(C=C2C(=C(N(C2=C1F)C)C1=NN=C(N1)OC(C)C)N1C=NC=C1)OC 6-chloro-7-fluoro-3-(1H-imidazol-1-yl)-2-(5-isopropoxy-4H-1,2,4-triazol-3-yl)-5-methoxy-1-methyl-1H-indole